(5-Fluoro-2-pyridyl)-1-isopropyl-2,4-dioxo-pyrimidine FC=1C=CC(=NC1)C=1C(NC(N(C1)C(C)C)=O)=O